C1(CCC1)OC=1C=C(C(=O)O)C=CC1C1=CN(C2=NC=C(C=C21)C=2C(=NOC2C)C)[C@@H](C)C2=NC=CC=C2 (S)-3-cyclobutoxy-4-(5-(3,5-dimethylisoxazol-4-yl)-1-(1-(pyridin-2-yl)ethyl)-1H-pyrrolo[2,3-b]pyridin-3-yl)benzoic acid